C1(CC1)NC(=O)C=1C(N(C=2N(C1O)N=C(C2)NC(OC(C)(C)C)=O)CC(C)C)=O Tert-butyl (6-(cyclopropylcarbamoyl)-7-hydroxy-4-isobutyl-5-oxo-4,5-dihydropyrazolo[1,5-a]pyrimidin-2-yl)carbamate